6-Chloro-4-(methylamino)pyrimidine ClC1=CC(=NC=N1)NC